C(C)(C)(C)OC(NC1=C(C=CC(=C1)N1CCN(CC1)CC)[N+](=O)[O-])=O (5-(4-ethylpiperazin-1-yl)-2-nitrophenyl)carbamic acid tert-butyl ester